tert-butyl (4-formyl-4-methylpiperidin-1-yl)formate C(=O)C1(CCN(CC1)C(=O)OC(C)(C)C)C